N(=C=S)C1=C(C[C@H](N(C1)C(=O)OC(C)(C)C)C)C(=O)OCC 1-(tert-butyl) 4-ethyl (R)-5-isothiocyanato-2-methyl-3,6-dihydropyridine-1,4(2H)-dicarboxylate